1,3-butadi-ene C=CC=C